NC1=CC=C(C(=C1N(C(C)=O)C)C)C N-(6-amino-2,3-dimethylphenyl)-N-methylacetamide